CC(C)(OC(NCCOCCOCCC(=O)NC1C(CCCC1)C(=O)O)=O)C 2-(2,2-dimethyl-4-oxo-3,8,11-trioxa-5-azatetradecan-14-amido)cyclohexane-1-carboxylic acid